CN1C(=CC2=CC=CC=C12)C(C)OC1=CC=C(C=C1)SC 1-methyl-2-(1-(4-(methylthio)phenoxy)ethyl)-1H-indole